FC=1C(=C(C=CC1F)[C@H]1[C@@H](S[C@](C1)(C(F)(F)F)C)C(=O)NC1=CC(=NC=C1)C(=O)NC)OC 4-((2R,3S,5R)-3-(3,4-difluoro-2-methoxyphenyl)-5-methyl-5-(trifluoromethyl)tetrahydrothiophene-2-carboxamido)-N-methylpicolinamide